ClC1=C2C=CNC2=CC(=C1)NC1=NC2=C(N1)C=CC(=C2)C=2SC(=CC2)CN2CCOCC2 N-(4-chloro-1H-indol-6-yl)-5-{5-[(morpholin-4-yl)methyl]thiophen-2-yl}-1H-1,3-benzodiazol-2-amine